(S)-3-cyclopropyl-N-(3-fluorophenyl)-6-((1-methylpyrrolidin-3-yl)oxy)imidazo[1,2-b]pyridazin-8-amine C1(CC1)C1=CN=C2N1N=C(C=C2NC2=CC(=CC=C2)F)O[C@@H]2CN(CC2)C